2-(4-piperidyl)propan-2-ol N1CCC(CC1)C(C)(C)O